C1CCOP(O1)=O phosphonic acid 1,3-propanediyl ester